ClC1=C(C=C(C(=C1)F)C(CNC(C)C)C1=CC=CC=C1)C=1C(=CC=C(C1F)OCCOC)C#N 2'-Chloro-4',6-difluoro-5'-(2-(isopropylamino)-1-phenylethyl)-5-(2-methoxyethoxy)-[1,1'-biphenyl]-2-carbonitrile